3-[2-(2-benzyloxyethyl)-7-(4,4,5,5-tetramethyl-1,3,2-dioxaborolan-2-yl)benzimidazol-1-yl]-N-methyl-propan-1-amine C(C1=CC=CC=C1)OCCC1=NC2=C(N1CCCNC)C(=CC=C2)B2OC(C(O2)(C)C)(C)C